C(CCC=C)(=O)C=1NC(C=2SC=C3OCCCC1C32)=O 7-pent-4-enoyl-12-oxa-3-thia-6-azatricyclo[6.4.1.04,13]Tridec-1,4(13),7-trien-5-one